1-(3-chloro-4-fluorophenyl)-1,2,4,5,6,7-hexahydro-3H-9,11-ethenopyrido[4,3-i][1,5,8]oxadiazacyclododecin-3-one ClC=1C=C(C=CC1F)N1CC(NCCCOC2=CC3=C1C=CN=C3C=C2)=O